C(C)(C)C=1C=C2CCO[C@]3(C[C@@H](N[C@@H](C3)C=3N=NN(C3)C)C)C2=CC1 (1S,2'S,6'S)-6-isopropyl-2'-methyl-6'-(1-methyl-1H-1,2,3-triazol-4-yl)spiro[isochroman-1,4'-piperidine]